FC1=C(C(=C(C=C1OC)OC)F)CCS(=O)(=O)O (2,6-difluoro-3,5-dimethoxyphenyl)methyl-methanesulfonic acid